C(C(=C)C)(=O)OCCOC(CC)C1=CC=CC=C1 methacryloyloxyethoxy(phenyl)propane